1,5-Dimethyl-3-oxo-8-azabicyclo[3.2.1]octane-8-carboxylic acid tert-butyl ester C(C)(C)(C)OC(=O)N1C2(CC(CC1(CC2)C)=O)C